FC=1C(=CC(=NC1)OC)C1=CC(=NN1)C(=O)N1C2(CC2)C[C@H](CC1)C(=O)NC[C@@H]1CCC=2N(C1)C=CN2 (S)-4-(5-(5-fluoro-2-methoxypyridin-4-yl)-1H-pyrazole-3-carbonyl)-N-(((S)-5,6,7,8-tetrahydroimidazo[1,2-a]pyridin-6-yl)methyl)-4-azaspiro[2.5]octane-7-carboxamide